FC1(CC2C(C(CCC2(C2CCC3(C(C12)CCC3)C)C)O)O)F 4,4-difluoro-9a,11a-dimethylhexadecahydro-1H-cyclopenta[1,2-a]phenanthrene-6,7-diol